C1(CC1)CCC1=NN=C(O1)N 5-(2-cyclopropylethyl)-1,3,4-oxadiazol-2-amine